C1(=CC=C(C=C1)B(O)O)B(O)O benzen-1,4-diboronic acid